N-(β-ethyl)-3-aminopropyltrimethoxysilane CCNCCC[Si](OC)(OC)OC